Cl.CC(C(=O)OCCOCCN)[C@H]1NC[C@H](C1(F)F)N(CC1=CC=C(C=C1)OC)S(=O)(=O)C 2-(2-aminoethoxy)ethanol Methyl-[(2R,4R)-3,3-difluoro-4-{(methanesulfonyl)[(4-methoxyphenyl)methyl]amino}pyrrolidin-2-yl]acetate hydrochloride